(S)-2-(2-bromoethoxy)-2-methoxyacetaldehyde BrCCO[C@@H](C=O)OC